phthalic acid, di(2-propylpentyl) ester C(C=1C(C(=O)OCC(CCC)CCC)=CC=CC1)(=O)OCC(CCC)CCC